3-(4-amino-5-(7-methoxy-5-methylbenzofuran-2-yl)-7H-pyrrolo[2,3-d]pyrimidin-7-yl)azetidine-1-carboxylic acid tert-butyl ester C(C)(C)(C)OC(=O)N1CC(C1)N1C=C(C2=C1N=CN=C2N)C=2OC1=C(C2)C=C(C=C1OC)C